CS(=O)(=O)CC1CN(C1)C=1C=CC(=C2C=C(N=CC12)NC1=NC(=NN1)N1CCC(CC1)OC)C(C)C 8-[3-(methanesulfonylmeth-yl)azetidin-1-yl]-N-[3-(4-methoxypiperidin-1-yl)-1,2,4-triazol-5-yl]-5-(propan-2-yl)isoquinolin-3-amine